CN1C(=NC2=C1C=CC(=C2)C(=O)N2CC(CCC2)N)C=2N(C1=CC=CC=C1C2)CC2CCOCC2 1-({1-methyl-2-[1-(tetrahydro-2H-pyran-4-ylmethyl)-1H-indol-2-yl]-1H-benzimidazol-5-yl}carbonyl)-3-piperidinamine